1,5-Diethyl (2S)-2-[(5-amino-3-fluoropyridin-2-yl)formamido]pentanedioate NC=1C=C(C(=NC1)C(=O)N[C@H](C(=O)OCC)CCC(=O)OCC)F